tert-butyl (S)-4,5-diamino-5-oxopentanoate HCl Cl.N[C@@H](CCC(=O)OC(C)(C)C)C(=O)N